C1(CC1)N1N=C(C=C1)B1OC(C(O1)(C)C)(C)C Cyclopropyl-3-(4,4,5,5-tetramethyl-1,3,2-dioxaborolan-2-yl)-1H-pyrazole